C(OC1=C(C(=O)O)C=C(C=N1)C1=CC=C2C(=NNC2=C1)C(NC([2H])([2H])[2H])=O)([2H])([2H])[2H] 2-(methoxy-d3)-5-(3-((methyl-d3)carbamoyl)-1H-indazol-6-yl)nicotinic acid